O=C1NC(CCC1N1C(C2=CC=C(C=C2C1=O)NS(=O)(=O)C1=CC(=C(C=C1)C)C)=O)=O N-(2-(2,6-dioxopiperidin-3-yl)-1,3-dioxoisoindolin-5-yl)-3,4-dimethylbenzenesulfonamide